3-(cyanomethyl)-3-(4-{[(1R,2S)-2-phenylcyclopropyl]amino}piperidin-1-yl)azetidine-1-sulfonamide mono-camphorsulfonic acid salt C12(C(=O)CC(CC1)C2(C)C)CS(=O)(=O)O.C(#N)CC2(CN(C2)S(=O)(=O)N)N2CCC(CC2)N[C@H]2[C@@H](C2)C2=CC=CC=C2